5-Boc-octahydro-pyrrolo[3,4-c]pyridine C(=O)(OC(C)(C)C)N1CC2C(CC1)CNC2